(E)-tert-butyl (3-carbamimidoylcyclobutyl)carbamate C(\N)(=N/[H])/C1CC(C1)NC(OC(C)(C)C)=O